BrCC1=CC(=C2N=C(C(NC2=C1)=O)C)C1CCCC1 7-(bromomethyl)-5-cyclopentyl-3-methylquinoxalin-2(1H)-one